C(#N)C(CN(C(OC(C)(C)C)=O)C1=C(C=CC2=CC=C(C=C12)C1=NC(=CC=C1)C(NC1CCN(CC1)C)=O)OC(C)C)=C tert-butyl N-(2-cyanoallyl)-N-[2-isopropoxy-7-[6-[(1-methyl-4-piperidyl)carbamoyl]-2-pyridyl]-1-naphthyl]carbamate